(pentachlorophenyl) borat B(OC1=C(C(=C(C(=C1Cl)Cl)Cl)Cl)Cl)([O-])[O-]